Ethyl (R)-5-methyl-4-(1-methylcyclobutane-1-carbonyl)-2,3,4,5-tetrahydrobenzo[f][1,4]oxazepine-7-carboxylate C[C@H]1N(CCOC2=C1C=C(C=C2)C(=O)OCC)C(=O)C2(CCC2)C